S1C=NC2=C1C=C(C=C2)C2=CC(=NC(=N2)C)NC(C)C2=CC(=CC=C2)C=2NC=CC2 6-(1,3-benzothiazol-6-yl)-2-methyl-N-{1-[3-(1H-pyrrol-2-yl)phenyl]ethyl}pyrimidin-4-amine